tert-butyl (S)-4-acetyl-3-methyl-7-(4,4,5,5-tetramethyl-1,3,2-dioxaborolan-2-yl)-3,4-dihydroquinoxaline-1(2H)-carboxylate C(C)(=O)N1[C@H](CN(C2=CC(=CC=C12)B1OC(C(O1)(C)C)(C)C)C(=O)OC(C)(C)C)C